(R)-2-((5-(2-(6-((2,2-dimethoxyethyl)amino)-2-methylhex-3-yl)-2,6-diazaspiro[3.4]oct-6-yl)-1,2,4-triazin-6-yl)oxy)-N-ethyl-5-fluoro-N-isopropylbenzamide fumarate C(\C=C\C(=O)O)(=O)O.COC(CNCCC[C@H](C(C)C)N1CC2(C1)CN(CC2)C=2N=CN=NC2OC2=C(C(=O)N(C(C)C)CC)C=C(C=C2)F)OC